7-oxohept-2-enoat O=CCCCC=CC(=O)[O-]